COC(=O)C1=CC=C2C(=C(C(=NC2=C1F)C1=C(C=CC=C1)F)F)OC 3,8-difluoro-2-(2-fluorophenyl)-4-methoxyquinoline-7-carboxylic acid methyl ester